fluorenylacetophenone C1(=CC=CC=2C3=CC=CC=C3CC12)CC(=O)C1=CC=CC=C1